O[C@@H]1C([C@H](C1(C)C)OC1=NN(C=C1NC=1N=CC2=C(N1)N(C=C2)[C@H](COC)C)C([2H])([2H])[2H])(C)C 2-((3-(trans-3-hydroxy-2,2,4,4-tetramethylcyclobutoxy)-1-(methyl-d3)-1H-pyrazol-4-yl)amino)-7-((S)-1-methoxypropan-2-yl)-7H-pyrrolo[2,3-d]pyrimidine